C(C)C=1C=C(CSCC[N+](C)(C)C)C=CC1 3-ethylbenzylthiocholine